COC=1C=C2CCN(CC2=CC1OC)C(CCC(=O)N(C1=CC(=C(C(=C1)OC)OC)OC)CC1=CC=C(C=C1)OC)=O 4-(6,7-dimethoxy-3,4-dihydroisoquinolin-2(1H)-yl)-N-(4-methoxybenzyl)4-oxo-N-(3,4,5-trimethoxyphenyl)butanamide